CN1C(=NN=C1)CC1=CC=C(CN2C(NC3=C2C=CC=C3)=O)C=C1 (4-((4-methyl-4H-1,2,4-triazol-3-yl)methyl)benzyl)-1H-benzo[d]imidazol-2(3H)-one